4-amino-1-cyclopentyl-N-(2-methoxy-2,3-dihydro-1H-inden-5-yl)-1H-pyrazolo[3,4-d]pyrimidine-3-carboxamide NC1=C2C(=NC=N1)N(N=C2C(=O)NC=2C=C1CC(CC1=CC2)OC)C2CCCC2